FC1=CC=C(C=C1)C=1C=C2C(=C(C(N(C2=NC1)CCN1CCOCC1)=O)C(=O)NC1CCC2(CC2)CC1)O 6-(4-fluorophenyl)-4-hydroxy-1-(2-morpholinoethyl)-2-oxo-N-(spiro[2.5]octan-6-yl)-1,2-dihydro-1,8-naphthyridine-3-carboxamide